4-(4-(4-(benzo[d]thiazol-5-ylamino)quinolin-7-yl)benzoyl)-1-methylpiperazin-2-one S1C=NC2=C1C=CC(=C2)NC2=CC=NC1=CC(=CC=C21)C2=CC=C(C(=O)N1CC(N(CC1)C)=O)C=C2